NC1=NC=C(C=C1C(=O)O)C(F)(F)F 2-amino-5-(trifluoromethyl)pyridine-3-carboxylic acid